(S)-(4-bromophenyl)-ethyl-imino-oxo-λ6-sulfane BrC1=CC=C(C=C1)[S@](=O)(=N)CC